5-chloro-4-(4,4-difluoropiperidin-1-yl)-7-nitroquinolin-8-ol ClC1=C2C(=CC=NC2=C(C(=C1)[N+](=O)[O-])O)N1CCC(CC1)(F)F